(3S)-3-({1-cyclopentyl-5-[2-(trifluoromethyl)phenyl]-1H-pyrazol-3-yl}formamido)-5-(3,3-dimethylazetidin-1-yl)pentanoic acid C1(CCCC1)N1N=C(C=C1C1=C(C=CC=C1)C(F)(F)F)C(=O)N[C@H](CC(=O)O)CCN1CC(C1)(C)C